CNCC1CCOCC1 N-methyl-1-tetrahydropyran-4-yl-methylamine